3-(5-(1,3,4-oxadiazol-2-yl)pyridin-3-yl)-4-hydroxyphenyl cyclohexylcarbamate C1(CCCCC1)NC(OC1=CC(=C(C=C1)O)C=1C=NC=C(C1)C=1OC=NN1)=O